tert-butyl 4-[6-[3-[1-(tert-butoxycarbonylamino)-1-methyl-ethyl]phenyl]-3-chloro-2-quinolyl]piperazine-1-carboxylate C(C)(C)(C)OC(=O)NC(C)(C)C=1C=C(C=CC1)C=1C=C2C=C(C(=NC2=CC1)N1CCN(CC1)C(=O)OC(C)(C)C)Cl